C(C)(C)(C)OC(=O)N1[C@H](CC(C1)OC1OCC1)CO (2R)-2-(hydroxymethyl)-4-(oxetan-2-yloxy)pyrrolidine-1-carboxylic acid tert-butyl ester